FC(C1=CC=C(CN2CC(CC(C2)C2=CC=C(C=C2)OS(=O)(=O)C(F)(F)F)CC(=O)OC)C=C1)(F)F methyl 2-((anti)-1-(4-(trifluoromethyl)benzyl)-5-(4-(((trifluoromethyl)sulfonyl)oxy)phenyl)piperidin-3-yl)acetate